[Na+].ON1C(C(CC1=O)S(=O)(=O)[O-])=O N-hydroxyl-Sulfo-succinimide sodium salt